C1(=CC=CC=C1)S(=O)(=O)NC=1C=C(C=CC1)/C=C/[C@@H](CCOC1=C(C=CC=C1)CCC(=O)N)O 3-[2-[(E,3R)-5-[3-(Benzenesulfonamido)phenyl]-3-hydroxypent-4-enoxy]phenyl]propanamide